4,4'-biphenyl-3,3'-dicarboxylic acid C1=CC(=C(C=C1)C1=C(C=CC=C1)C(=O)O)C(=O)O